[PH2](=O)[O-] hypophosphit